(S)-4-phenyl-4,5-dihydro-oxazol-2-ylamine C1(=CC=CC=C1)[C@@H]1N=C(OC1)N